N1-[(2,4-dimethoxyphenyl)methyl]-N5-[[6-(5,6,7,8-tetrahydroimidazo[1,2-a]pyridin-7-yloxy)-3-pyridinyl]methyl]isoquinoline-1,5-diamine COC1=C(C=CC(=C1)OC)CNC1=NC=CC=2C(=CC=CC12)NCC=1C=NC(=CC1)OC1CC=2N(CC1)C=CN2